C(C)OC1=CC(=NC2=C(N=CC=C12)C=1N(N=CC1)C1OCCCC1)N1CCOCC1 4-ethoxy-2-(morpholin-4-yl)-8-[2-(tetrahydropyran-2-yl)-2H-pyrazol-3-yl]-[1,7]naphthyridine